C1(=CC=CC=C1)C(CCCC\C=C/C=1C=NC=CC1)=O (Z)-1-phenyl-7-(pyridine-3-yl)hept-6-en-1-one